[Na].CNC(CCCCCCC\C=C/CCCCCCCC)=O N-methyl-oleamide sodium